C(\C=C\C(=O)O)(=O)O.N1C=CC2=CC=CC=C12 indole fumarate